butylhexylphthalate C(CCC)C=1C(=C(C(C(=O)[O-])=CC1)C(=O)[O-])CCCCCC